1-(4-((5-fluoro-4-(2'-methoxy-5,6-dihydro-[3,4'-bipyridin]-1(2H)-yl)pyrimidin-2-yl)amino)piperidin-1-yl)ethan-1-one FC=1C(=NC(=NC1)NC1CCN(CC1)C(C)=O)N1CC(=CCC1)C1=CC(=NC=C1)OC